[Br-].C(CCC)N(C1=CC=C(/C=C/C2=CC=[N+](C=C2)CCCCCC(=O)OCC)C=C1)CCCC (E)-4-(4-(Dibutylamino)styryl)-1-(6-ethoxy-6-oxohexyl)pyridin-1-ium bromide